N-(2-((1r,4r)-4-Formylcyclohexyl)-6-methoxy-2H-pyrazolo[3,4-b]pyridin-5-yl)-6-(trifluoromethyl)picolinamide C(=O)C1CCC(CC1)N1N=C2N=C(C(=CC2=C1)NC(C1=NC(=CC=C1)C(F)(F)F)=O)OC